N-((1R,5S,9r)-3-(5-(6-(3-cyanopyrrolo[1,2-b]pyridazin-7-yl)-4-(isopropylamino)pyridin-3-yl)-1,3,4-thiadiazol-2-yl)-3-azabicyclo[3.3.1]nonan-9-yl)acetamide C(#N)C1=CC=2N(N=C1)C(=CC2)C2=CC(=C(C=N2)C2=NN=C(S2)N2C[C@H]1CCC[C@@H](C2)C1NC(C)=O)NC(C)C